tert-butyl (S)-3-((((9H-fluoren-9-yl)methoxy)carbonyl)amino)-4-((2-(3-methoxy-1,2,4-oxadiazol-5-yl)ethyl)amino)-4-oxobutanoate C1=CC=CC=2C3=CC=CC=C3C(C12)COC(=O)N[C@@H](CC(=O)OC(C)(C)C)C(=O)NCCC1=NC(=NO1)OC